FC(OC1=CC=C(C=C1)S(=O)(=O)N1[C@H]2CC(C[C@@H]1CC2)NCC2(CCOCC2)O)F 4-((((1R,3r,5S)-8-((4-(difluoromethoxy)phenyl)sulfonyl)-8-azabicyclo[3.2.1]octan-3-yl)amino)methyl)tetrahydro-2H-pyran-4-ol